ClC=1C=C(C=C(C1)Cl)NC1=C(C=CC=C1)S(=O)(=O)NCCOCCO 2-(3,5-dichlorophenylamino)-N-[2-(2-hydroxyethoxy)ethyl]-benzenesulfonamide